S1C=NC2=C1C=CC(=C2)NC2=CC=NC1=CC(=CC=C21)C2=CC=C(C=C2)C2CCN(CC2)C(=O)OC(C)(C)C tert-butyl 4-(4-(4-(benzo[d]thiazol-5-ylamino)quinolin-7-yl)phenyl)piperidine-1-carboxylate